2-methyl-6-[[5-[2-methyl-5-[[(1S,5R,7s)-3-oxa-9-azabicyclo[3.3.1]nonan-7-yl]oxy]-4-pyridyl]pyrazolo[1,5-a]pyridin-2-yl]amino]pyridazin-3-one CN1N=C(C=CC1=O)NC1=NN2C(C=C(C=C2)C2=CC(=NC=C2OC2C[C@@H]3COC[C@H](C2)N3)C)=C1